METHYL-isoleucine CN[C@@H]([C@@H](C)CC)C(=O)O